NC1=NC=NC2=C(C=CC=C12)C(=O)NC1=C2C=CN=C(C2=CC=C1C)NC1=C(C=CC(=C1)S(=O)(=O)C)F 4-Amino-N-(1-((2-fluoro-5-(methylsulfonyl)phenyl)amino)-6-methylisoquinolin-5-yl)quinazoline-8-Formamide